N[C@@H]1C[C@@H](CN(C1)C1CC1)C1=CC=C(C(=O)OCC)C=C1 Ethyl 4-[(3R,5R)-5-amino-1-cyclopropyl-3-piperidyl]benzoate